4-[2-(Dimethylamino)ethoxy]-N-(quinolin-5-yl)-2-(trifluoromethyl)benzamide CN(CCOC1=CC(=C(C(=O)NC2=C3C=CC=NC3=CC=C2)C=C1)C(F)(F)F)C